BrC=1C=C(C=C(C1)C1(CC(C1)C)C1=NN=CN1C)O 3-bromo-5-((1S,3S)-3-methyl-1-(4-methyl-4H-1,2,4-triazol-3-yl)cyclobutyl)phenol